C[C@H]1N[C@H](COC1)C |o1:1,3| (3R,5S)-rel-3,5-dimethylmorpholine